bis(3,5-difluorophenyl) sulfoxide FC=1C=C(C=C(C1)F)S(=O)C1=CC(=CC(=C1)F)F